OCCN1C(COCC1)=O N-(2-hydroxyethyl)morpholinone